N1=C(C=CC=C1C(=O)Cl)C(=O)Cl 2,6-Pyridinedicarbonyl chloride